2-methylsulfanyl-N6-hydroxy-N-valylcarbamoyladenosine CSC=1N=C(C=2N=CN([C@H]3[C@H](O)[C@H](O)[C@@H](CO)O3)C2N1)N(C(NC([C@@H](N)C(C)C)=O)=O)O